N-propylcyclobutanecarboxamide C(CC)NC(=O)C1CCC1